5-chloro-N-(3-fluorobenzyl)-2-methoxynicotinamide ClC=1C=NC(=C(C(=O)NCC2=CC(=CC=C2)F)C1)OC